4-(1-iodo-7-(N-(1-methylcyclopropyl)sulfamoyl)imidazo[1,5-a]pyridin-5-yl)-N,N-dimethyl-piperazine-1-carboxamide IC=1N=CN2C1C=C(C=C2N2CCN(CC2)C(=O)N(C)C)S(NC2(CC2)C)(=O)=O